[N+](=O)([O-])[O-].[Tl+] thallium nitrate salt